N-(4-(2-(4-Fluorophenyl)-5,6,7,8-tetrahydropyrazolo[5,1-b][1,3]oxazepin-3-yl)pyridin-2-yl)acetamide FC1=CC=C(C=C1)C1=NN2C(OCCCC2)=C1C1=CC(=NC=C1)NC(C)=O